C(CCCC)C1(C(=C(CO1)C)C)C 5-Pentyl-3,4,5-trimethyl-5H-furan